N[C@@H](CS)C(=O)NC(CCS(=O)(=O)O)([2H])[2H] 3-((L-cysteinyl)amino)-3,3-dideuterio-1-propanesulfonic acid